FC(C1=CC=C(C=C1)C=CCC1CN(CC1)C(C=C)=O)(F)F 1-(3-(3-(4-(trifluoromethyl)phenyl)allyl)pyrrolidin-1-yl)prop-2-en-1-one